tert-butyl 1-(1-oxo-1,3-dihydroisobenzofuran-5-yl)-6,7-dihydro-1H-pyrazolo[4,3-c]pyridine-5(4H)-carboxylate O=C1OCC2=CC(=CC=C12)N1N=CC=2CN(CCC21)C(=O)OC(C)(C)C